CCCCCCCCCCCCCCCC/C=C\OC[C@H](COP(=O)(O)OC[C@@H](C(=O)O)N)OC(=O)CCCCCCCCC/C=C\CCCCCCCCCC 1-(1Z-octadecenyl)-2-(11Z-docosenoyl)-glycero-3-phosphoserine